O1C(COCC1)=O 1,4-dioxaneON